BrC1=CC(=NC=C1)C=1OC(=NN1)C 2-(4-bromopyridin-2-yl)-5-methyl-1,3,4-oxadiazole